COC(=O)C1=NC(=CC=C1)C(=O)OC 2,6-bis(methoxycarbonyl)pyridine